CN1CCN(CC1)S(=O)(=O)C1=CC=C(C=C1)C(F)(F)F 1-methyl-4-((4-(trifluoromethyl)phenyl)sulfonyl)piperazine